OCCC(=O)[O-] (3-hydroxy)propionate